C1=C(C=CC=2OC3=CC=CC=C3CC12)CNC(=O)C1CN(C1)C=1N=CC2=C(N1)NC=C(C2=O)C(=O)[O-] (3-{[(2S)-xanthen-2-ylmethyl] carbamoyl} azetidin-1-yl)-5-oxo-5h,8h-pyrido[2,3-d]pyrimidine-6-carboxylate